C1(CC1)C1=NC=C(C(=N1)OC1=C(C(=C(C(=C1[2H])[2H])[2H])[2H])[2H])C(=O)NC(C)C=CS(=O)(=O)C 2-cyclopropyl-N-(4-(methylsulfonyl)but-3-en-2-yl)-4-(phenoxy-d5)pyrimidine-5-carboxamide